2-[4-fluoro-2-(piperidin-4-yl)-1,3-benzothiazol-6-yl]-6,8-dimethylimidazo[1,2-a]pyrazine FC1=CC(=CC2=C1N=C(S2)C2CCNCC2)C=2N=C1N(C=C(N=C1C)C)C2